1-(6-aminopyridin-3-yl)-6-chloro-7-[(2R)-2-{[(3-chloropyridin-2-yl)oxy]methyl}pyrrolidin-1-yl]-4-oxo-1,4-dihydroquinoline-3-carboxylic acid NC1=CC=C(C=N1)N1C=C(C(C2=CC(=C(C=C12)N1[C@H](CCC1)COC1=NC=CC=C1Cl)Cl)=O)C(=O)O